1-((5-(trifluoromethyl)-1H-pyrazol-3-yl)methyl)dihydropyrimidine-2,4(1H,3H)-dione FC(C1=CC(=NN1)CN1C(NC(CC1)=O)=O)(F)F